nonyltrityl thiophosphate P(=S)(OC(C1=C(C=CC=C1)CCCCCCCCC)(C1=CC=CC=C1)C1=CC=CC=C1)([O-])[O-]